[C-]#N Cyanid